S(=O)(=O)(ON1[C@@H]2CC[C@H](N(C1=O)C2)C(NC(CC2CCOCC2)=O)=N)[O-].[Na+] Sodium (2S,5R)-7-oxo-2-(N-(2-(tetrahydro-2H-pyran-4-yl)acetyl)carbamimidoyl)-1,6-diazabicyclo[3.2.1]octan-6-yl Sulfate